S1C(=NC2=C1C=CC=C2)NC=2C(=C(CN1CCN(CC1)C(=O)C1CCCC1)C(=CC2)Cl)C (4-(3-(benzo[d]thiazol-2-ylamino)-6-chloro-2-methylbenzyl)piperazin-1-yl)(cyclopentyl)methanone